2-((S)-1-oxo-1-((R)-6-(pyridin-3-yl)-5,6-dihydropyridin-1(2H)-yl)butan-2-yl)isoindoline-1,3-dione O=C([C@H](CC)N1C(C2=CC=CC=C2C1=O)=O)N1CC=CC[C@@H]1C=1C=NC=CC1